FC1=C(C=CCN1C)N1CCN(CC1)CC1=CC=2NC(C=3N(C2S1)C=CC3C)=O 6-fluoro-N-methyl-5-(4-((6-methyl-5-oxo-4,5-dihydropyrrolo[1,2-a]thieno[3,2-e]pyrazin-2-yl)methyl)piperazin-1-yl)pyridine